ClC(=O)N(CC[C@@H](C(=O)O)C)C.C(=O)(OCC1C2=CC=CC=C2C2=CC=CC=C12)N[C@](C)(C(=O)O)CCCCCN=[N+]=[N-] (S)-N-Fmoc-2-(5'-azidopentyl)alanine (2S)-2-[chlorocarbonyl-(methyl)amino]Ethyl-propionate